4-(3-(4-(4-(3-cyclopropyl-2-(4-(methylsulfonyl)phenyl)-3H-imidazo[4,5-b]pyridin-5-yl)phenyl)piperazin-1-yl)propyl)morpholine C1(CC1)N1C(=NC=2C1=NC(=CC2)C2=CC=C(C=C2)N2CCN(CC2)CCCN2CCOCC2)C2=CC=C(C=C2)S(=O)(=O)C